diisooctyl 1,4-cyclohexanedicarboxylate C1(CCC(CC1)C(=O)OCCCCCC(C)C)C(=O)OCCCCCC(C)C